FC1=CC=C(C=C1)C1=NOC(=N1)C1CCC(N1)=O 5-[3-(4-fluorophenyl)-1,2,4-oxadiazol-5-yl]pyrrolidin-2-one